ClCCOC1(C(=CC(C=C1)=O)OC)OC 4-(2-chloroethoxy)-3,4-dimethoxy-cyclohexa-2,5-dien-1-one